FC=1C=C(C=C(C1)F)CC(=O)NC=1C(=NC(=CC1)NCC1=CC2=C(OCCO2)C=C1)N1CCCC1 2-(3,5-Difluoro-phenyl)-N-{6-[(2,3-dihydro-benzo[1,4]dioxin-6-ylmethyl)-amino]-2-pyrrolidin-1-yl-pyridin-3-yl}-acetamide